CC1=CC2=C(N=C[N-]2)C=C1 5-methylbenzimidazolate